2-(3,4-dicyanophenyl)-1,3,6-trioxo-1,2,3,6-tetrahydrobenzo[lmn]imidazo[2,1-b][3,8]phenanthroline C(#N)C=1C=C(C=CC1C#N)N1C(C=2C=CC=3C(N4C(C=5C3C2C(C1=O)=CC5)=NC=C4)=O)=O